S1C=NC2=C1C=CC(=C2)NC2=C1C(=NC=C2)SC(=C1)[C@@H]1[C@H](N(CCC1)C(C)=O)C 1-((2R,3S)-3-(4-(benzo[d]thiazol-5-ylamino)thieno[2,3-b]pyridin-2-yl)-2-methylpiperidin-1-yl)ethan-1-one